7-methoxy-2-(quinolin-8-ylmethyl)imidazo[1,2-c]quinazolin-5-amine COC1=CC=CC=2C=3N(C(=NC12)N)C=C(N3)CC=3C=CC=C1C=CC=NC31